C(C)(C)(C)OC(CN1CCC(CC1)C[C@@H](C(=O)OCC1=CC(=NC(=C1)Cl)Cl)NC(=O)OC(C)(C)C)=O (2,6-dichloropyridin-4-yl)methyl (S)-3-(1-(2-(tert-butoxy)-2-oxoethyl)piperidin-4-yl)-2-((tert-butoxycarbonyl)amino)propanoate